CC1=C(C=CC(=C1C=1N=C2C(=NC1)NC(=C2)C=2C=NC(=CC2)C)C)O 2,4-dimethyl-3-(6-(6-methylpyridin-3-yl)-5H-pyrrolo[2,3-b]pyrazin-2-yl)phenol